Rac-2-thioxopyridin-1(2H)-yl (5aR,6S,7R,8R,8aS)-5a-(4-bromophenyl)-3-chloro-8,8a-dihydroxy-6-phenyl-5a,7,8,8a-tetrahydro-6H-cyclopenta[4,5]furo[3,2-b]pyridine-7-carboxylate BrC1=CC=C(C=C1)[C@]12[C@](C3=NC=C(C=C3O1)Cl)([C@@H]([C@@H]([C@H]2C2=CC=CC=C2)C(=O)ON2C(C=CC=C2)=S)O)O |r|